[Zn].[Sn].[Cu] copper tin-zinc